ClC1=CC=C(C(=C1[C@H]1N([C@@H](CC2=C1NC1=CC=CC=C21)C)C[C@@H](C(=O)O)C)F)OCCNCCCF (S)-3-((1R,3R)-1-(6-chloro-2-fluoro-3-(2-((3-fluoropropyl)amino)ethoxy)phenyl)-3-methyl-1,3,4,9-tetrahydro-2H-pyrido[3,4-b]indol-2-yl)-2-methylpropanoic acid